NC1=NC(=NC=C1C#N)C=1C(=NC=NC1OC)C1CC1 4-Amino-4'-cyclopropyl-6'-methoxy-[2,5'-bipyrimidine]-5-carbonitrile